C(C)(C)(C)C1N2C(C3=CC(=C(C=C3C1)C1=CN=C(S1)N1CC(C1)F)OC)=CC(C(=C2)C(=O)OCC)=O ethyl 6-tert-butyl-9-[2-(3-fluoroazetidin-1-yl) thiazol-5-yl]-10-methoxy-2-oxo-6,7-dihydro-2H-pyrido[2,1-a]isoquinoline-3-carboxylate